C(#C)[C@@]1([C@H](O)[C@H](O)[C@@H](CO)O1)N1C=NC=2C(=O)NC(N)=NC12 α-Ethynylguanosine